ethyl 1-isopropyl-1H-tetrazole-5-carboxylate C(C)(C)N1N=NN=C1C(=O)OCC